COCCOCC=1SC=C(N1)CO (2-((2-methoxyethoxy)methyl)thiazol-4-yl)methanol